5-[(1-benzyl-1H-pyrazol-4-yl)methyl]-2-butyl-3-(2,6-dimethoxyphenyl)-6-hydroxy-3,4-dihydropyrimidin-4-one C(C1=CC=CC=C1)N1N=CC(=C1)CC=1C(N(C(=NC1O)CCCC)C1=C(C=CC=C1OC)OC)=O